Chloro-2-fluoro-4-iodo-5-methoxybenzene ClC1=C(C=C(C(=C1)OC)I)F